borane thiophosphate P(=S)(O)(O)O.B